C(C)OC(C(C(=O)OCC)CCC1=CC=C(C=C1)CCC(C(=O)OCC)C(=O)OCC)=O 2-{2-[4-(3,3-bis-ethoxycarbonylpropyl)-phenyl]-ethyl}malonic acid diethyl ester